O=C1NC(CCC1N1C(C2=CC=CC(=C2C1=O)NCC1=CC=C(C=C1)CN1CCC(CC1)OC1=NC=CC=C1)=O)=O 2-(2,6-dioxopiperidin-3-yl)-4-(4-((4-(pyridin-2-yloxy)piperidin-1-yl)methyl)benzylamino)isoindoline-1,3-dione